C(C)(C)[C@H]1[C@@H](C[C@@H](CC1)C)C(=O)O (1r,2s,5r)-2-isopropyl-5-methylcyclohexanecarboxylic acid